C(C1=CC=CC=C1)O[C@H]1[C@@H](CCC1)N(C(C)(C#C)C)C (1R,2R)-2-(benzyloxy)-N-methyl-N-(2-methylbut-3-yn-2-yl)cyclopentanamine